O=C1NC(CCC1N1C(C2=CC=C(C=C2C1)C#CCCCCCCN(C)CC1=CC=C(C=C1)SCC=1N=NN(C1)C=1C=C(C(=O)NO)C=CC1)=O)=O 3-(4-(((4-(((8-(2-(2,6-dioxopiperidin-3-yl)-1-oxoisoindolin-5-yl)oct-7-yn-1-yl)(methyl)amino)methyl)phenyl)thio)methyl)-1H-1,2,3-triazol-1-yl)-N-hydroxybenzamide